NC1=NC(=NC(=N1)N)C1=C(C=CC=C1)C 2,4-diamino-6-tolyl-S-triazine